phosphinan-1-ium bromide [Br-].[PH2+]1CCCCC1